OC1=C(C=C(C=C1C)C(C1=CC(=C(C=C1)O)O)C1=CC(=C(C(=C1)C)O)C)C bis(4-hydroxy-3,5-dimethylphenyl)-3,4-dihydroxyphenyl-methane